C(C(=C)C)(=O)OC1=C(C(=C(C=C1)C(C)(C)C1=C(C(=C(C=C1)OC(C(=C)C)=O)OCCC)OCCC)OCCC)OCCC 2,2-bis(4-methacryloxydipropoxyphenyl)propane